5-(3-((2,5-diethyl-6-oxopyrimidin-1(6H)-yl)methyl)isoxazol-5-yl)-2-fluoro-3-hydroxybenzonitrile C(C)C=1N(C(C(=CN1)CC)=O)CC1=NOC(=C1)C=1C=C(C(=C(C#N)C1)F)O